COC=1C=C(C=CC1C)NC(=O)C1(CCC(CC1)NCC1=CC=C(C=C1)OC)C (1s,4s)-N-(3-Methoxy-4-methylphenyl)-4-((4-methoxybenzyl)amino)-1-methylcyclohexane-1-carboxamide